(2S)-3-methyl-2-{methyl[3-(prop-2-enoyl)-1-oxa-3,7-diazaspiro[4.4]nonan-7-yl]carbonylamino}butanoate CC([C@@H](C(=O)[O-])N(C(=O)N1CC2(CN(CO2)C(C=C)=O)CC1)C)C